2-chloro-4-((E)-(4-hydroxyphenylimino)methyl)-6-methoxyphenyl cinnamate C(C=CC1=CC=CC=C1)(=O)OC1=C(C=C(C=C1OC)/C=N/C1=CC=C(C=C1)O)Cl